C(C1=CC=CC=C1)N(CCCCCCCCO)C 8-[benzyl(methyl)amino]octan-1-ol